O1C(C1)CN(CC1=CC(=CC=C1)CN(CC1OC1)CC1OC1)CC1OC1 N,N,N',N'-tetrakis(oxiranylmethyl)-1,3-benzenedimethanamine